(S)-N-(4-((3-chloro-2-fluorophenyl)amino)-7-((3-methyl-1-(oxetan-3-yl)pyrrolidin-3-yl)ethynyl)quinazolin-6-yl)acrylamide ClC=1C(=C(C=CC1)NC1=NC=NC2=CC(=C(C=C12)NC(C=C)=O)C#C[C@]1(CN(CC1)C1COC1)C)F